(3-((1R,3R)-3-(Methylcarbamoyl)cyclohexyl)-1,2,3-oxadiazol-3-ium-5-yl)((3-(2-(o-tolyl)acetamido)-5-(trifluoromethyl)phenyl)-carbamoyl)amide CNC(=O)[C@H]1C[C@@H](CCC1)[N+]1=NOC(=C1)[N-]C(NC1=CC(=CC(=C1)C(F)(F)F)NC(CC1=C(C=CC=C1)C)=O)=O